NC(CO)(CO)CCC1=CC=C(C=C1)CCCCCCCC 2-Amino-2-[2-(p-octylphenyl)ethyl]-1,3-propanediol